8-ethoxy-4-methyl-1H-quinolin-2-one C(C)OC=1C=CC=C2C(=CC(NC12)=O)C